3,4,5-trimethoxyphenethyl(phenyl)acetamide COC=1C=C(CCC(C(=O)N)C2=CC=CC=C2)C=C(C1OC)OC